C(#N)C=1C=C(C=CC1)C1=CC(=CC=C1)OCCCOC(C=C)=O 3-[(3'-Cyanobiphenyl-3-yl)oxy]propylacrylate